bis[(trimethylsilyl)methyl]bismuth sodium monoglyceryl-phosphate C(C(O)CO)OP(=O)([O-])[O-].[Na+].C[Si](C)(C)C[Bi+]C[Si](C)(C)C